5-(4-(1-fluorocyclopropyl)-6-methoxypyrimidin-5-yl)-3-(4-(1-methyl-4-(trifluoromethyl)-1H-imidazol-2-yl)benzyl)-2-((2-(trimethylsilyl)ethoxy)methyl)-2H-pyrazolo[4,3-d]pyrimidine FC1(CC1)C1=NC=NC(=C1C=1N=CC=2C(N1)=C(N(N2)COCC[Si](C)(C)C)CC2=CC=C(C=C2)C=2N(C=C(N2)C(F)(F)F)C)OC